methyl (3R,6S)-6-methyl-1-(2-(3-(4,4,5,5-tetramethyl-1,3,2-dioxaborolan-2-yl)phenyl)acetyl)piperidine-3-carboxylate C[C@H]1CC[C@H](CN1C(CC1=CC(=CC=C1)B1OC(C(O1)(C)C)(C)C)=O)C(=O)OC